2-((2-((3-cyano-5,6-dihydro-4H-cyclopenta[b]thiophen-2-yl)amino)-2-oxoethyl)thio)-2-methylpropanoic acid C(#N)C=1C2=C(SC1NC(CSC(C(=O)O)(C)C)=O)CCC2